5-acrylamido-2-(benzyl(4-methoxybenzyl)carbamoyl)benzoic acid C(C=C)(=O)NC=1C=CC(=C(C(=O)O)C1)C(N(CC1=CC=C(C=C1)OC)CC1=CC=CC=C1)=O